1-(4-((4-((4,4-difluoropiperidin-1-yl)methyl)benzyl)amino)phenyl)dihydropyrimidine-2,4(1H,3H)-dione FC1(CCN(CC1)CC1=CC=C(CNC2=CC=C(C=C2)N2C(NC(CC2)=O)=O)C=C1)F